1-(4-chloro-6-(dodecylamino)-1,3,5-triazin-2-yl)-1-methyl-1H-imidazol-1-ium chloride [Cl-].ClC1=NC(=NC(=N1)NCCCCCCCCCCCC)[N+]1(C=NC=C1)C